5,7-dichloro-6-(4,4-difluoropiperidin-1-yl)-1H-benzo[d]imidazol ClC1=CC2=C(NC=N2)C(=C1N1CCC(CC1)(F)F)Cl